ClC=1C(=NC=C(C1)NC(=O)C=1C=NN(C1C(F)(F)F)C1=C2C=CC=NC2=CC=C1)N1N=CC(=N1)C(=O)O 2-(3-chloro-5-(1-(quinolin-5-yl)-5-(trifluoromethyl)-1H-pyrazole-4-carboxamido)pyridin-2-yl)-2H-1,2,3-triazole-4-carboxylic acid